FC1([C@@H]([C@@H](N(C1)C(=O)C1CC(C1)F)CC=1C(=C(C=CC1)C1=C(C=CC(=C1)F)F)F)NS(=O)(=O)C)F N-{(2S,3R)-4,4-difluoro-1-(3-fluoro-cyclobutane-1-carbonyl)-2-[(2,2',5'-trifluoro[1,1'-biphenyl]-3-yl)methyl]-pyrrolidin-3-yl}methanesulfonamide